N1CC(C1)N1CCC(CC1)C=1C=C2C3(C=4N(C=5C=CC=C(C5C(N4)=O)Cl)C2=CC1)CCCCC3 9'-(1-(azetidin-3-yl)piperidin-4-yl)-4'-chloro-5'H-spiro[cyclohexane-1,7'-indolo[1,2-a]quinazolin]-5'-one